2,2-diphenylphosphino-1,1-binaphthyl ruthenium [Ru].C1(=CC=CC=C1)PC1(C(=C2C=CC=CC2=CC1)C1=CC=CC2=CC=CC=C12)PC1=CC=CC=C1